C(C)(C)(C)OC(N[C@@H]1C[C@@H](CC1)OC1=C(C=C(C=C1)F)[C@@H](C)N)=O ((1S,3R)-3-(2-((R)-1-aminoethyl)-4-fluorophenoxy)cyclopentyl)carbamic acid tert-butyl ester